2,2,2-trichloroethyl (2-(difluoromethyl)-3-methyl-6,7-dihydro-5H-cyclopenta[b]pyridin-4-yl)carbamate FC(C1=C(C(=C2C(=N1)CCC2)NC(OCC(Cl)(Cl)Cl)=O)C)F